BrC1=CC(=C(C=C1)I)C(F)(F)F 4-bromo-1-iodo-2-(trifluoromethyl)benzene